cyclopropyl-4-(4-(4,4,5,5-tetramethyl-1,3,2-dioxaborolan-2-yl)phenyl)piperidine C1(CC1)N1CCC(CC1)C1=CC=C(C=C1)B1OC(C(O1)(C)C)(C)C